ClC1=C(C(=O)C=2C=C(NC2)C(=O)[O-])C=CC=C1 4-(2-chlorobenzoyl)-1H-pyrrole-2-carboxylate